BrC1=C(C=NN1CC(F)(F)F)C#N 5-bromo-1-(2,2,2-trifluoroethyl)-1H-pyrazole-4-carbonitrile